[C@@H]12N(CC[C@H]2C1)CC1=CC(=C2CN(C(C2=C1)=O)C1=CC(=CC=C1)C1(COC1)CC1=NN=CN1C)C(F)(F)F 6-[(1R,5S)-2-azabicyclo[3.1.0]hexan-2-ylmethyl]-2-(3-{3-[(4-methyl-1,2,4-triazol-3-yl)methyl]oxetan-3-yl}phenyl)-4-(trifluoromethyl)-3H-isoindol-1-one